(3-((1R,4R)-4-((Dimethylamino)methyl)-cyclohexyl)-1,2,3-oxadiazol-3-ium-5-yl)((3-(2-(2-hydroxyphenyl)acetamido)-5-(trifluoromethyl)-phenyl)carbamoyl)amide CN(C)CC1CCC(CC1)[N+]1=NOC(=C1)[N-]C(NC1=CC(=CC(=C1)C(F)(F)F)NC(CC1=C(C=CC=C1)O)=O)=O